5-CYCLOPROPOXY-3-FORMYLPICOLINAMIDE C1(CC1)OC=1C=C(C(=NC1)C(=O)N)C=O